NC1=C(C=CC(=C1)N)S(=O)(=O)O.NC=1C=C(C=CC1N)S(=O)(=O)O 3,4-diaminobenzenesulfonic acid, 2,4-diaminobenzenesulfonic acid salt